8-methyl-7-(3-(6-methylpyridin-3-yl)-7,8-dihydro-1,6-naphthyridin-6(5H)-yl)-4-oxo-N-(thiazol-5-ylmethyl)-4H-pyrimido[1,2-b]pyridazine-2-carboxamide CC1=CC=2N(N=C1N1CC=3C=C(C=NC3CC1)C=1C=NC(=CC1)C)C(C=C(N2)C(=O)NCC2=CN=CS2)=O